4-(3,4-difluorobenzyl)-1H-pyrazole hydrochloride Cl.FC=1C=C(CC=2C=NNC2)C=CC1F